3-methyl-1-(2-bromoethyl)imidazole CN1CN(C=C1)CCBr